COC1=C(CN(S(=O)(=O)C=2C=C3C=CC(N(C3=CC2F)C2=C(C=C(C(=C2)F)C2CC(C2)C(F)(F)F)OC)=O)C2=NOC=C2)C=CC(=C1)OC (P)-N-(2,4-dimethoxybenzyl)-7-fluoro-1-(5-fluoro-2-methoxy-4-((1R,3R)-3-(trifluoromethyl)cyclobutyl)phenyl)-N-(isoxazol-3-yl)-2-oxo-1,2-dihydroquinoline-6-sulfonamide